C[C@H]1OC2=C(NC1=O)C=C(C=C2)C (2R)-2,6-dimethyl-2,4-dihydro-1,4-benzoxazin-3-one